ethyl 4,4-diethoxy-3-oxobutyrate C(C)OC(C(CC(=O)OCC)=O)OCC